BrC=1C=CC2=C(N(C(N2)=O)C(C)C)C1 6-bromo-1-isopropyl-1,3-dihydro-2H-benzo[d]imidazol-2-one